ClC1=C(C(=CC=C1)F)C1=NOC(=C1C1=NC=CC=N1)C=1C=NN(C1C(F)F)C(CC(C)(O)C)([2H])[2H] 4-(4-(3-(2-Chloro-6-fluorophenyl)-4-(pyrimidin-2-yl)isoxazol-5-yl)-5-(difluoromethyl)-1H-pyrazol-1-yl)-2-methylbutan-4,4-d2-2-ol